4-(2-bromo-4-fluorophenyl)-N-(2-chlorophenyl)-1,3-dimethyl-1H-pyrazole-5-amine BrC1=C(C=CC(=C1)F)C=1C(=NN(C1NC1=C(C=CC=C1)Cl)C)C